COC(CCN(CCC(=O)OC)C1=CC(=CC=C1)I)=O 3,3'-((3-iodophenyl)azanediyl)dipropionic acid dimethyl ester